CC=1C=C(C=CC1)C1=C(C=C(C=C1OCN(C(OC)=O)C1=CC=CC=C1)C(C)(CCCCCC)C)OCN(C(OC)=O)C1=CC=CC=C1 dimethyl (((3'-methyl-4-(2-methyloctan-2-yl)-[1,1'-biphenyl]-2,6-diyl)bis(oxy))bis(methylene))bis(phenylcarbamate)